Crotononitril C(\C=C\C)#N